(5R)-7-(7-(5,6-dimethyl-1H-indazol-4-yl)-8-fluoro-2-(((2R,7as)-2-fluorohexahydro-1H-pyrrolizin-7a-yl)methoxy)quinazolin-4-yl)-1,3,7-triazaspiro[4.5]decane-2,4-dione CC=1C(=C2C=NNC2=CC1C)C1=CC=C2C(=NC(=NC2=C1F)OC[C@]12CCCN2C[C@@H](C1)F)N1C[C@@]2(C(NC(N2)=O)=O)CCC1